C1(CCCCC1)N(C(CCN1C(=NC2=C1C=CC=C2)C2CN(CCC2)C2=NC=CC=C2)=O)CC N-cyclohexyl-N-ethyl-3-[2-(1-pyridin-2-ylpiperidin-3-yl)-1H-benzimidazol-1-yl]propanamide